C(#N)C(CNC1=C(C=CC2=CC=C(C=C12)C1=NC=CC=C1)C(=O)N)=C 1-[(2-cyano-2-methylideneethyl)amino]-7-(pyridin-2-yl)naphthalene-2-carboxamide